N-(2,3-dichloropyridin-4-yl)acetamide ClC1=NC=CC(=C1Cl)NC(C)=O